(1-(2-fluoro-6-methoxy-3-((4-methyl-6-(methylamino)pyrimidin-2-yl)amino)phenyl)-1H-pyrazol-4-yl)methanol FC1=C(C(=CC=C1NC1=NC(=CC(=N1)C)NC)OC)N1N=CC(=C1)CO